CC1=C(C(=NC=C1)N)C=1CCNCC1 methyl-1',2',3',6'-tetrahydro[3,4'-bipyridin]-2-amine